1-((3,4-dimethoxyphenyl)(1-phenethyl-1H-tetrazol-5-yl)methyl)-4-methylpiperazine COC=1C=C(C=CC1OC)C(N1CCN(CC1)C)C1=NN=NN1CCC1=CC=CC=C1